FC1=C2C=NNC2=CC=C1 4-Fluoroindazole